COC1=NC=CC(=C1)CNC(=O)N[C@H]1[C@@H](C1)C1=CC=CC=C1 1-[(2-methoxypyridin-4-yl)methyl]-3-[(1R,2S)-2-phenylcyclopropyl]urea